methyl 5-(2-amino-1,1-dimethyl-2-oxo-ethoxy)-3-ethylsulfanyl-pyridine-2-carboxylate NC(C(OC=1C=C(C(=NC1)C(=O)OC)SCC)(C)C)=O